ClC=1C(=CC(=C(C1)NC(=O)N1[C@H]2CC=3C(=CNC(C3F)=O)[C@@H]1CC2)F)C(F)(F)F (6R,9S)-N-(5-chloro-2-fluoro-4-(trifluoromethyl)phenyl)-4-fluoro-3-oxo-3,5,6,7,8,9-hexahydro-2H-6,9-epiminocyclohepta[c]pyridine-10-carboxamide